CC1([C@@H]2CC=C3[C@@H]4CC[C@H]([C@@H](CCCC(C)C)C)[C@]4(CC[C@@H]3[C@]2(CC[C@@H]1O)C)C)C 4,4-dimethyl-5alpha-cholest-7-en-3beta-ol